F[C@]1(CN(CC[C@H]1OCCO)C1=NC=CC(=N1)NC=1N=CC2=C(C=CC(=C2C1)C(C)C)N1[C@@H]([C@H](C1)CS(=O)(=O)C)C)C 2-{[(3S,4R)-3-fluoro-1-[4-({8-[(2R,3S)-3-(methanesulfonyl-methyl)-2-methylazetidin-1-yl]-5-(propan-2-yl)isoquinolin-3-yl}amino)pyrimidin-2-yl]-3-methyl-piperidin-4-yl]oxy}ethan-1-ol